1-Ethyl-8-{6-[1-(3-methoxy-phenyl)-pyrrolidin-3-yloxy]-pyridin-3-yl}-6-oxo-6,7-dihydro-1H-purine-2-carbonitrile C(C)N1C(=NC=2N=C(NC2C1=O)C=1C=NC(=CC1)OC1CN(CC1)C1=CC(=CC=C1)OC)C#N